(bromomethyl)-3-(naphthalen-1-yl)-1-phenyl-1H-pyrazole BrCC=1C(=NN(C1)C1=CC=CC=C1)C1=CC=CC2=CC=CC=C12